NCCCS(=O)(=O)N1CC(=CC1)C1=CC=C2C=C(C(=C(C2=C1)F)N1CC(NS1(=O)=O)=O)O 5-{7-[1-(3-aminopropane-1-sulfonyl)-2,5-dihydro-1H-pyrrol-3-yl]-1-fluoro-3-hydroxynaphthalen-2-yl}-1λ6,2,5-thiadiazolidine-1,1,3-trione